NC([C@H](C)NC(C1=CC(=CC(=C1)OC(F)(F)F)Br)=O)=O N-[(2S)-1-amino-1-oxopropan-2-yl]-3-bromo-5-(trifluoromethoxy)benzamide